methyl-5-(5-chloropyridin-2-yl)-3-methyl-1H-pyrrole-1,2-dicarboxylic acid 1-tert-butyl ester C(C)(C)(C)OC(=O)N1C(=C(C(=C1C1=NC=C(C=C1)Cl)C)C)C(=O)O